(R)-1'-(5-Amino-1-(2-ethylphenyl)-1H-pyrazole-4-carbonyl)-6-chloro-5-fluorospiro[benzo[d][1,3]oxazine-4,3'-piperidin]-2(1H)-one NC1=C(C=NN1C1=C(C=CC=C1)CC)C(=O)N1C[C@@]2(CCC1)C1=C(NC(O2)=O)C=CC(=C1F)Cl